CC(CCCNC1=CC=CC(=N1)CO)C (6-((4-methylpentyl)amino)pyridin-2-yl)methanol